ClC1=C(C=CC=C1OC)C(=O)N1C[C@H]2CO[C@](CN2CC1)(O)C1=NC2=C(N1)C=CC=C2 |o1:13,16| (2-chloro-3-methoxyphenyl)-[rel-(3S,9aS)-3-(1H-benzimidazol-2-yl)-3-hydroxy-1,4,6,7,9,9a-hexahydropyrazino[2,1-c][1,4]oxazin-8-yl]methanone